ClC=1C=C(OC2CCC(CC2)NC(=O)C2=NC=C(C=C2)N2CCC(CC2)OCCOC2=CC(=CC=C2)OC2=C(C=C(C=C2)NS(=O)(=O)CC)C=2C3=C(C(N(C2)C)=O)NC=C3)C=CC1C#N N-[4-(3-chloro-4-cyano-phenoxy)cyclohexyl]-5-[4-[2-[3-[4-(ethylsulfonylamino)-2-(6-methyl-7-oxo-1H-pyrrolo[2,3-c]pyridin-4-yl)phenoxy]phenoxy]ethoxy]-1-piperidyl]pyridine-2-carboxamide